FC1=CC=C(C=C1)NC(=O)C1(CCC1)C=1C=C2CCN(C2=CC1)C(=O)OC1CC1 cyclopropyl 5-{1-[(4-fluorophenyl)carbamoyl]cyclobutyl}-2,3-dihydro-1H-indole-1-carboxylate